p-Nonylphenoxyheptaethoxydipropoxyacrylate C(CCCCCCCC)C1=CC=C(OC(C(=O)[O-])=C(OC(C(C(OCC)(OCC)OCC)(OCC)OCC)(OCC)OCC)OCCC)C=C1